[N+](=O)([O-])C=1C=C(C=CC1)N1C(=NNC1=O)C(F)(F)F 4-(3-nitrophenyl)-3-trifluoromethyl-1,2,4-triazol-5-one